[Cl-].CO[Si](CCC[NH+](C)C)(OC)OC N-[3-(trimethoxysilyl)propyl]-N,N-dimethyl-ammonium chloride